2-oxoethyl-adamantan-1-yl methanesulfonate CS(=O)(=O)OC12C(C3CC(CC(C1)C3)C2)CC=O